1-(4-METHYLPYRIDIN-2-YL)-PYRAZOLE-4-SULFONYL CHLORIDE CC1=CC(=NC=C1)N1N=CC(=C1)S(=O)(=O)Cl